N1(CCNCC1)[C@H]1CC[C@H](CC1)O (cis)-4-(piperazin-1-yl)cyclohexane-1-ol